2-methylpyridine-4-boronic acid pinacol ester CC1=NC=CC(=C1)B1OC(C)(C)C(C)(C)O1